2-chloro-N-(2-fluoro-5-nitrophenyl)-5-(4-(trifluoromethyl)phenyl)pyrimidin-4-amine ClC1=NC=C(C(=N1)NC1=C(C=CC(=C1)[N+](=O)[O-])F)C1=CC=C(C=C1)C(F)(F)F